C1(CC1)C1=NC=NC(=C1C=1N=CC2=C(N1)C(=CN2)C(O)C2=CC=C(C=C2)C=2N(C=C(N2)C(F)(F)F)C2CC2)OC [2-(4-cyclopropyl-6-methoxy-pyrimidin-5-yl)-5H-pyrrolo[3,2-d]pyrimidin-7-yl]-[4-[1-cyclopropyl-4-(trifluoromethyl)imidazol-2-yl]phenyl]methanol